ClC1=C(CN2C3=C(OCC2=O)C=C(C=C3)NC(=O)NC3=CC=C2C=CNC2=C3)C(=CC=C1)F 1-(4-(2-chloro-6-fluorobenzyl)-3-oxo-3,4-dihydro-2H-benzo[b][1,4]oxazin-7-yl)-3-(1H-indol-6-yl)urea